BrC(C(=O)OCCCCCCCCCCCCCCCCCCCC)CC eicosyl 2-bromobutyrate